C(C)(C)(C)OC(=O)N(C1CC1)CC1=CC(=C(C=C1F)B(O)O)F (4-(((tert-Butoxycarbonyl)(cyclopropyl)amino)methyl)-2,5-difluorophenyl)boronic acid